Tert-butyl (S)-4-(3-((4-((2-(2-cyanopyrrolidin-1-yl)-2-oxoethyl)carbamoyl)quinolin-6-yl)oxy)propyl)piperazin-1-carboxylate C(#N)[C@H]1N(CCC1)C(CNC(=O)C1=CC=NC2=CC=C(C=C12)OCCCN1CCN(CC1)C(=O)OC(C)(C)C)=O